ethyl-1H-imidazo[4,5-b]pyridin C(C)N1C=NC2=NC=CC=C21